Chinolin-3-aldehyd N1=CC(=CC2=CC=CC=C12)C=O